C(=O)OCCCCC formyloxypentane